methyl (2S)-2-[[2-(7-chloro-4-methoxy-1H-indole-2-carbonyl)-2-azaspiro[4.5]decane-3-carbonyl]amino]-3-[(3S)-2-oxo-3-piperidyl]propanoate ClC=1C=CC(=C2C=C(NC12)C(=O)N1CC2(CC1C(=O)N[C@H](C(=O)OC)C[C@H]1C(NCCC1)=O)CCCCC2)OC